OC1=NC=NC2=CC(=C(C=C12)NC(CC)=O)OC N-(4-hydroxy-7-methoxyquinazolin-6-yl)propionamide